Methyl 12-(2-hydroxy-4-(hydroxymethyl)cyclopentylamino)-12-oxododecanoate OC1C(CC(C1)CO)NC(CCCCCCCCCCC(=O)OC)=O